tert-butyl 6-(6-cyano-3-(2-(methoxymethoxy) phenyl) cinnolin-7-yl)-2,6-diazaspiro[3.3]heptane-2-carboxylate C(#N)C=1C=C2C=C(N=NC2=CC1N1CC2(CN(C2)C(=O)OC(C)(C)C)C1)C1=C(C=CC=C1)OCOC